O1CCN(CC1)C(CNC(CN([C@@H](CCCCNC(CCCCC(=O)OCC1=CC=CC=C1)=O)C(=O)NCC(=O)N1CCOCC1)CC(NCC(N1CCOCC1)=O)=O)=O)=O (S)-benzyl 6-((5-(bis(2-((2-morpholino-2-oxoethyl)amino)-2-oxoethyl)amino)-6-((2-morpholino-2-oxoethyl)amino)-6-oxohexyl)amino)-6-oxohexanoate